tert-butyl (3R)-3-[1-[(3-bromophenyl) ethyl]-2-tert-butoxy-1-methyl-2-oxo-ethyl]pyrrolidine-1-carboxylate BrC=1C=C(C=CC1)CCC(C(=O)OC(C)(C)C)(C)[C@@H]1CN(CC1)C(=O)OC(C)(C)C